FC1=C(C=C(C(=C1)C)C)NC(OCC=1C=C2C(N(CC2=CC1)C1C(NC(CC1)=O)=O)=O)=O (2-(2,6-dioxopiperidin-3-yl)-3-oxoisoindolin-5-yl)methyl (2-fluoro-4,5-dimethylphenyl)carbamate